COC(C(=C)NC(C(=C)NC(=O)C1=CC=C(C=C1)C1=CC=C(C=C1)NC(=O)OC(C)(C)C)=O)=O 2-(2-(4'-((Tert-Butoxycarbonyl)amino)-[1,1'-biphenyl]-4-carboxamido)acrylamido)acrylic acid methyl ester